2-((2-chloro-5-(trifluoromethyl)pyridin-4-yl)oxy)-1-fluoro-5,6,8,9,10,11-hexahydro-7H-pyrido[3',4':4,5]pyrrolo[2,3-f]isoquinolin-7-one ClC1=NC=C(C(=C1)OC=1N=CC=2CCC3=C(C2C1F)NC1=C3C(NCC1)=O)C(F)(F)F